NC=1C=NC=CC1N1C[C@H](C[C@H](C1)C(F)(F)F)NC(OC(C)(C)C)=O tert-Butyl ((3S,5R)-1-(3-aminopyridin-4-yl)-5-(trifluoromethyl)piperidin-3-yl)carbamate